6-((1-tert-butoxycarbonylpiperidin-4-yl)amino)-2-chloropyrimidine-4-carboxylic acid methyl ester COC(=O)C1=NC(=NC(=C1)NC1CCN(CC1)C(=O)OC(C)(C)C)Cl